[As].[Sb].[Sn].[Pb].[As] arsenic lead-tin-antimony-arsenic